4-(8-bromo-3-methyl-2-oxo-2,3-dihydro-1H-imidazo[4,5-c]quinolin-1-yl)-N-methylbenzamide BrC1=CC=2C3=C(C=NC2C=C1)N(C(N3C3=CC=C(C(=O)NC)C=C3)=O)C